C(CCCCCCCCCCC)(=O)N(CCS(=O)(=O)[O-])C.[Na+].OC(CN1N=NC2=C1C=CC=C2)CO 1-(2',3'-di-hydroxypropyl)benzotriazole sodium lauroyl-methyl-taurate